β-L-xylopyranose O[C@@H]1[C@@H](O)[C@H](O)[C@@H](O)CO1